OC1=CC=C(C=C1)C(C(C(=O)O)=O)(C)C 3-(4-hydroxyphenyl)-3-methyl-2-oxobutanoic acid